(2-chloro-4-(1-(2,6-dichlorophenyl)azetidin-3-yl)-6-methylphenyl)methanol ClC1=C(C(=CC(=C1)C1CN(C1)C1=C(C=CC=C1Cl)Cl)C)CO